C1(CCCCC1)N1C2=NCCCN2CCC1 7-cyclohexyl-1,5,7-triazabicyclo[4.4.0]dec-5-en